C12(CC(C1)C2)N2C([C@@]1(C(N(CC1)C(=O)OC(C)(C)C)=O)CC1=C2N=C(N=C1)SC)=O tert-butyl (R)-8-(bicyclo[1.1.1]pentan-1-yl)-2-(methylthio)-2',7-dioxo-7,8-dihydro-5H-spiro[pyrido[2,3-d]pyrimidine-6,3'-pyrrolidine]-1'-carboxylate